LINALYL ACETATE (3,7-dimethyloct-1,6-dien-3-yl acetate) CC(C=C)(CCC=C(C)C)CC(=O)O.C(C)(=O)OC(C)(C=C)CCC=C(C)C